C(#N)C1=CC(=C(COC2=NN(C=C2C(F)(F)F)C2CCN(CC2)C(=O)OC(C)(C)C)C=C1)F tert-butyl 4-(3-((4-cyano-2-fluorobenzyl)oxy)-4-(trifluoromethyl)-1H-pyrazol-1-yl)piperidine-1-carboxylate